2-(6-(3,5-dichlorophenyl)-2-(ethylthio)pyrazolo[1,5-a]pyrimidin-3-yl)-3-methyl-6-(trifluoromethyl)-3H-imidazo[4,5-b]pyridine ClC=1C=C(C=C(C1)Cl)C=1C=NC=2N(C1)N=C(C2C2=NC=1C(=NC=C(C1)C(F)(F)F)N2C)SCC